tert-butyl (5-(methylsulfonyl)-2,3-dihydro-1H-inden-2-yl)carbamate CS(=O)(=O)C=1C=C2CC(CC2=CC1)NC(OC(C)(C)C)=O